Methyl 3-(3-(4-(4-(trifluoromethyl)phenoxy)phenoxy) azetidin-1-yl)2-(1H-pyrrol-1-yl)benzoate FC(C1=CC=C(OC2=CC=C(OC3CN(C3)C=3C(=C(C(=O)OC)C=CC3)N3C=CC=C3)C=C2)C=C1)(F)F